tert-butyl ((3R,6S)-6-(2-bromo-1-hydroxyethyl)tetrahydro-2H-pyran-3-yl)carbamate BrCC(O)[C@@H]1CC[C@H](CO1)NC(OC(C)(C)C)=O